[4-[3-fluoro-5-isobutyl-2-(2H-tetrazol-5-yl)phenyl]piperazin-1-yl]-(2-pyridyl)methanone FC=1C(=C(C=C(C1)CC(C)C)N1CCN(CC1)C(=O)C1=NC=CC=C1)C=1N=NNN1